C(#N)C1=CC=C2C(=CNC2=C1P(=O)(C)C)C1=NC(=NC=C1C(F)(F)F)NCC1CC12CN(CC2)C(=O)OC(C)(C)C Tert-butyl 1-(((4-(6-cyano-7-(dimethylphosphoryl)-1H-indol-3-yl)-5-(trifluoromethyl) pyrimidin-2-yl) amino) methyl)-5-azaspiro[2.4]heptane-5-carboxylate